C(C1=CC=CC=C1)N(CC)CC benzyl-diethyl-amine